BrC=1C(=C(C=CC1)NC(=O)C1=NN2C(C(CCC2)NC(C(=O)OC)(C)C)=C1)C methyl 2-[[2-[(3-bromo-2-methyl-phenyl)carbamoyl]-4,5,6,7-tetrahydropyrazolo[1,5-a]pyridin-4-yl]amino]-2-methyl-propanoate